C(C)NC=NCCCN(C)C 3-(ethylamino-methyleneamino)-N,N-dimethyl-propan-1-amine